N-(1H-benzimidazol-4-ylmethyl)-7-(4-bromo-3-chloro-benzoyl)-3-oxo-2-[4-(2,2,2-trifluoroethoxy)phenyl]-6,8-dihydro-5H-imidazo[1,5-a]pyrazine-1-carboxamide N1C=NC2=C1C=CC=C2CNC(=O)C=2N(C(N1C2CN(CC1)C(C1=CC(=C(C=C1)Br)Cl)=O)=O)C1=CC=C(C=C1)OCC(F)(F)F